C(C)(C)(C)CN(C(O)=O)CCN(C)CC=1N=C2N(C1C1CCC(CC1)(COCC)COCC)CCC2.CC(CCS)C 3-methylbutanethiol tert-butyl-(2-(((3-(4,4-bis(ethoxymethyl)cyclohexyl)-6,7-dihydro-5H-pyrrolo[1,2-a]imidazol-2-yl)methyl)-(methyl)amino)ethyl)(methyl)carbamate